N1(CCC2(CC1)C1CC1CO2)C(C(=O)NC=2C=C(C=NC2)C(=O)N)=O 5-(2-{3-oxaspiro[Bicyclo[3.1.0]Hexane-2,4'-piperidine]-1'-Yl}-2-oxoacetamido)pyridine-3-carboxamide